NCCNCCCCO[Si](OC)(OC)C N-(2-amino-ethyl)-3-aminopropyl-methyl-trimethoxysilane